O1[C@@H](COCC1)COC1=NN=C(S1)NC(=O)C=1C=NC(=CC1C1=CC(=NC=C1OC)Cl)COC (S)-N-(5-((1,4-dioxane-2-yl)methoxy)-1,3,4-thiadiazol-2-yl)-2'-chloro-5'-methoxy-6-(methoxymethyl)-(4,4'-bipyridine)-3-carboxamide